[OH-].[Al+3].[OH-].[OH-] aluminum hydroxid